1-(tert-butyl) 4-ethyl 4-fluoropiperidine-1,4-dicarboxylate FC1(CCN(CC1)C(=O)OC(C)(C)C)C(=O)OCC